FC1=C(C=CC(=C1)CN1C(=NC=2C=NC(=C(C21)C2=CC=CC=C2)OC)C)S(=O)(=O)N 2-fluoro-4-((6-methoxy-2-methyl-7-phenyl-1H-imidazo[4,5-c]pyridin-1-yl)methyl)benzenesulfonamide